C1(NC(C2=C3CC(=CC=C13)C=C2)=O)=O benzo[des]isoquinoline-1,3-dione